tert-butyl 3-(6-oxo-5-((3-(trifluoromethyl)pyridin-2-yl)methyl)-5,6-dihydropyrido[2,3-b]pyrazin-7-yl)azetidine-1-carboxylate O=C1C(=CC=2C(=NC=CN2)N1CC1=NC=CC=C1C(F)(F)F)C1CN(C1)C(=O)OC(C)(C)C